(3R,3'S)-dihydroxy-beta-carotene OC([C@@]1(C)CCCC(C)=C1\C=C\C(\C)=C\C=C\C(\C)=C\C=C\C=C(/C)\C=C\C=C(/C)\C=C\C1=C(C)CCCC1(C)C)O